2-Amino-1-(2,6-dibromo-3,5-dimethoxyphenyl)-5,6-dimethyl-1H-pyrrolo[2,3-b]pyridine-3-carbonitrile NC1=C(C=2C(=NC(=C(C2)C)C)N1C1=C(C(=CC(=C1Br)OC)OC)Br)C#N